B(F)(F)F.[O-]S(=O)(=O)C(F)(F)F.[Li+] lithium triflate boron trifluoride